Cl.ClC1=C(C=CC(=C1OCC)C1CC1)[C@@H](C)N (1R)-1-(2-Chloro-4-Cyclopropyl-3-Ethoxyphenyl)Ethan-1-Amine Hydrochloride